C(C)(=O)O.C1NCC12COC(C2)=O 6-Oxa-2-azaspiro[3.4]octan-7-one acetate